ethyl 2-((tert-butoxycarbonyl)amino)-4-((cyclopropylamino)methyl)thiazole-5-carboxylate C(C)(C)(C)OC(=O)NC=1SC(=C(N1)CNC1CC1)C(=O)OCC